O1CCC2(CC1)CNC1=CC=C(C=C12)C1=CC=C(C=C1)S(=O)(=O)N1CCC(CC1)NC1=NC=C(C=C1)C(F)(F)F N-(1-((4-(2',3',5',6'-tetrahydrospiro[indoline-3,4'-pyran]-5-yl)phenyl)sulfonyl)piperidin-4-yl)-5-(trifluoromethyl)pyridin-2-amine